OC[C@@H]1CN(C[C@H]1NC1=NN=C(C2=CC=CC=C12)C1=CC=C(C=C1)C(F)(F)F)C(=O)OC(C)(C)C tert-butyl (3R,4S)-3-(hydroxymethyl)-4-((4-(4-(trifluoromethyl)phenyl)phthalazin-1-yl)amino)pyrrolidine-1-carboxylate